C(C)OC(CCCCCCCCCC/C=C/C#CC=C)OCC 17,17-diethoxy-(5E)-1,5-heptadec-dien-3-yne